OCC(=CCCC(=CCCC(=CCO)C)C)C hydroxyfarnesol